diisopropyl-(2-ethylhexyl)amine C(C)(C)N(CC(CCCC)CC)C(C)C